(R)-N-((S)-1'-(1-(2,3-dichlorophenyl)-2-methyl-6-oxo-1,6-dihydropyrimidin-4-yl)-5-ethynyl-1,3-dihydrospiro[inden-2,4'-piperidin]-3-yl)-2-methylpropan-2-sulfinamide ClC1=C(C=CC=C1Cl)N1C(=NC(=CC1=O)N1CCC2(CC1)CC1=CC=C(C=C1[C@H]2N[S@](=O)C(C)(C)C)C#C)C